N-(3-Chloro-4-(trifluoromethyl)phenyl)-6-cyano-3,4-dihydroisoquinoline ClC=1C=C(C=CC1C(F)(F)F)N1CC2=CC=C(C=C2CC1)C#N